1-(4-(2-(3-(dimethylamino)propyl)-6-naphthyl-2H-indazol-3-yl)piperidin-1-yl)-2-propen-1-one CN(CCCN1N=C2C=C(C=CC2=C1C1CCN(CC1)C(C=C)=O)C1=CC=CC2=CC=CC=C12)C